2-(1-benzofuran-6-yl)-4,4,5,5-tetramethyl-1,3,2-dioxaborolane O1C=CC2=C1C=C(C=C2)B2OC(C(O2)(C)C)(C)C